dimethyl-1-methyl-3-pentanol CC(CC(CC)O)(C)C